[Zn].[Ba].[Zn] zinc-barium-zinc